(R)-N-[(2R,3S)-1-[1-(1-methyl-6-oxo-3-pyridyl)indazol-5-yl]-5-oxo-2-phenyl-pyrrolidin-3-yl]tetrahydro-furan-2-carboxamide CN1C=C(C=CC1=O)N1N=CC2=CC(=CC=C12)N1[C@@H]([C@H](CC1=O)NC(=O)[C@@H]1OCCC1)C1=CC=CC=C1